[Si](C1=CC=CC=C1)(C1=CC=CC=C1)(C(C)(C)C)OC[C@@H](CN1C(C2=CC(=CC=C2C1)F)=O)C 2-[(2R)-3-{[tert-butyl(diphenyl)silyl]oxy}-2-methylpropyl]-6-fluoro-2,3-dihydro-1H-isoindol-1-one